5-((2-fluorobenzyl)oxy)-N-(1-(hydroxymethyl)cyclopropyl)-2-methylbenzofuran-3-carboxamide FC1=C(COC=2C=CC3=C(C(=C(O3)C)C(=O)NC3(CC3)CO)C2)C=CC=C1